COC(=O)C=1C=CC2=C(N(C(=N2)CC2=C(C=C(C=C2)Br)CF)CCOC)C1.BrC=1C=CC(=C(C1)N1CCOCC1)OC 4-(5-bromo-2-methoxy-phenyl)morpholine Methyl-2-(4-bromo-2-(fluoromethyl)benzyl)-1-(2-methoxyethyl)-1H-benzo[d]imidazole-6-carboxylate